NCC1=CC(=NC=C1)S(=O)(=O)N1CC(CC(C1)N1CCOCC1)C(=O)N1CCN(CC1)S(=O)(=O)C (1-((4-(Aminomethyl)pyridin-2-yl)sulfonyl)-5-morpholinopiperidin-3-yl)(4-(methylsulfonyl)piperazin-1-yl)methanone